4-(1-(2-fluoro-4-(4-(trifluoromethyl)benzyl)-4H-thieno[3,2-b]pyrrole-3-carboxamido)cyclopropyl)benzoic acid FC1=C(C=2N(C=CC2S1)CC1=CC=C(C=C1)C(F)(F)F)C(=O)NC1(CC1)C1=CC=C(C(=O)O)C=C1